FC1=C(C=CC=C1)C=1C(=NN2C1OCC2)C(=O)N[C@@H]2C(NC1=C(C(=N2)C2=CC=CC=C2)C=CC=C1)=O 7-(2-Fluorophenyl)-N-[(3S)-2-oxo-5-phenyl-1,3-dihydro-1,4-benzodiazepin-3-yl]-2,3-dihydropyrazolo[5,1-b][1,3]oxazole-6-carboxamide